N-(1,10-Phenanthrolin-5-yl)decanamide N1=CC=CC2=C(C=C3C=CC=NC3=C12)NC(CCCCCCCCC)=O